((pyridine-4-ylmethyl)-amino)acetamid N1=CC=C(C=C1)CNCC(=O)N